4-[6-(3-deuterio-7,8-dimethyl-[1,2,4]triazolo[4,3-b]pyridazin-6-yl)-7,8-dihydro-5H-1,6-naphthyridin-3-yl]-3,5-dimethyl-isoxazole [2H]C1=NN=C2N1N=C(C(=C2C)C)N2CC=1C=C(C=NC1CC2)C=2C(=NOC2C)C